(P)-4-benzyl-7-(methoxymethyl)-1,4-oxazepan C(C1=CC=CC=C1)N1CCOC(CC1)COC